9-(2',5'-bis(6-phenylpyridin-2-yl)-[1,1'-biphenyl]-4-yl)-N3-cyclohexyl-N3,N6,N6-triphenyl-9H-carbazole-3,6-diamine C1(=CC=CC=C1)C1=CC=CC(=N1)C1=C(C=C(C=C1)C1=NC(=CC=C1)C1=CC=CC=C1)C1=CC=C(C=C1)N1C2=CC=C(C=C2C=2C=C(C=CC12)N(C1=CC=CC=C1)C1CCCCC1)N(C1=CC=CC=C1)C1=CC=CC=C1